7-BROMO-N-[(2,4-DIMETHOXYPHENYL)METHYL]-5-FLUOROCINNOLIN-4-AMINE BrC1=CC(=C2C(=CN=NC2=C1)NCC1=C(C=C(C=C1)OC)OC)F